5-[2-(difluoromethyl)-4-[[(2R)-1-ethylazetidin-2-yl]methoxy]pyrazol-3-yl]-N-(5-methylpyrazin-2-yl)pyrazolo[1,5-a]pyridin-2-amine FC(N1N=CC(=C1C1=CC=2N(C=C1)N=C(C2)NC2=NC=C(N=C2)C)OC[C@@H]2N(CC2)CC)F